4H-1,2,4-triazole-3-thione N=1NC(NC1)=S